Br.Br.Cl[C@@H]1C(CCC2=CC(=CC=C12)F)N[C@H](C(=O)NC=1N=CN(C1)C(CNCC(C)(C)C)(C)C)CCC (S)-2-(((S)-chloro-6-fluoro-1,2,3,4-tetrahydronaphthalen-2-yl)amino)-N-(1-(2-methyl-1-(neopentylamino)propan-2-yl)-1H-imidazol-4-yl)pentanamide dihydrobromide